2-chloro-1-(1,4-dioxa-8-azaspiro[4.5]decan-8-yl)ethan-1-one ClCC(=O)N1CCC2(OCCO2)CC1